C(C)(=O)C=1C=C(C=CC1)N1C(NC2=C1C=CC=C2)=O 1-(3-Acetylphenyl)-1H-benzo[d]imidazol-2(3H)-one